tert-Butyl 3-(8-{2-[ethyl(isopropyl)carbamoyl]-4-fluorophenyl}-3-methyl-[1,2,4]triazolo[4,3-a]pyridin-6-yl)azetidine-1-carboxylate C(C)N(C(=O)C1=C(C=CC(=C1)F)C=1C=2N(C=C(C1)C1CN(C1)C(=O)OC(C)(C)C)C(=NN2)C)C(C)C